3,5-dihydroxy-1-adamantyl methacrylate C(C(=C)C)(=O)OC12CC3(CC(CC(C1)C3)(C2)O)O